3-Methyl-5-(N-(2-methylbenzyl)-N-phenethylsulfamoyl)benzofuran-2-carboxylic acid ethyl ester C(C)OC(=O)C=1OC2=C(C1C)C=C(C=C2)S(N(CCC2=CC=CC=C2)CC2=C(C=CC=C2)C)(=O)=O